C(C1=CC=CC=C1)OC(=O)N[C@H](C(=O)O[C@@H](CN=[N+]=[N-])C)CNC(C1=CC(=CC(=C1)F)CC)=O (R)-(S)-1-azidopropan-2-yl 2-(((benzyloxy)carbonyl)amino)-3-(3-ethyl-5-fluorobenzamido)propanoate